1-(7-([1,1'-biphenyl]-4-ylmethyl)-6-oxo-6,7-dihydro-1H-purin-2-yl)-1H-pyrazole-4-carboxylic acid ethyl ester C(C)OC(=O)C=1C=NN(C1)C=1NC(C=2N(C=NC2N1)CC1=CC=C(C=C1)C1=CC=CC=C1)=O